C(CCCCCCC)OC(CCC(=O)OCCCCCCN(CCCCCCCC(=O)OCC#CCCCC)CCO)OCCCCCCCC hept-2-yn-1-yl 8-((6-((4,4-bis(octyloxy)butanoyl)oxy)hexyl)(2-hydroxyethyl)amino)octanoate